4-Vinyl-2-Methoxyphenol C(=C)C1=CC(=C(C=C1)O)OC